C(#N)C1=CC(=C(C=C1F)NS(=O)(=O)C1=CNC(=C1)C1=C(C=CC(=C1)C#N)F)F N-(4-cyano-2,5-difluorophenyl)-5-(5-cyano-2-fluorophenyl)-1H-pyrrole-3-sulfonamide